CC1=C[C@@]23CC[C@H]4[C@]([C@@H]2CC[C@@H]1C3)(C[C@H]([C@H](C4(C)C)O)O)C The molecule is an ent-kaurane diterpenoid in which the ent-kaurane skeleton has a double bond at C-15 and carries two alpha-configured hydroxy groups at C-2 and C-3. It has a role as a plant metabolite.